ClC=1C(=NC=CC1)N1N=C(C=C1C=1OC(C2=C(N1)C(=CC=1N2N=CC1)C)=O)OC 7-(1-(3-chloropyridin-2-yl)-3-methoxy-1H-pyrazol-5-yl)-5-methyl-9H-pyrazolo[1',5':1,6]pyrido[3,2-d][1,3]oxazin-9-one